(2R,5S)-5-(4-Chlorobenzyl)-4-(4-(5-methoxy-1-methyl-1H-1,2,4-triazol-3-yl)cyclohexyl)-2-((methylsulfonyl)methyl)morpholin ClC1=CC=C(C[C@H]2CO[C@H](CN2C2CCC(CC2)C2=NN(C(=N2)OC)C)CS(=O)(=O)C)C=C1